1-(4-fluorophenyl)-1-methylsilane FC1=CC=C(C=C1)[SiH2]C